ethyl-hexyltin C(C)[Sn]CCCCCC